O1CCC(=CC1)C=1C2=C(C(=NC1)OC)N=C(S2)NC(=O)N2C[C@]1(CC2)CNCCC1 (R)-2,7-Diaza-spiro[4.5]decane-2-carboxylic acid [7-(3,6-dihydro-2H-pyran-4-yl)-4-methoxy-thiazolo[4,5-c]pyridin-2-yl]-amide